O=C1C=NC=CN1 oxo-3,4-dihydropyrazine